OC1=CC2=C(C(/C(/O2)=C/C2=CC(=C(C=C2)OC)OC)=O)C=C1 (Z)-6-hydroxy-2-(3,4-dimethoxybenzylidene)benzofuran-3(2H)-one